ClC1=C(C=CC=2C3=C(NC12)CCN([C@@H]3C)C(=O)N3CNC(=C3)C#N)Cl 1-[(1R)-6,7-dichloro-1-methyl-1H,3H,4H,5H-pyrido[4,3-b]indole-2-carbonyl]-3H-imidazole-4-carbonitrile